ClC1=CC(=C(C=C1Cl)CC1=C(C=NC=C1)C(=O)N)O 4-[(4,5-dichloro-2-hydroxyphenyl)methyl]pyridine-3-carboxamide